2,6-difluoro-3-propyl-sulfonylaminobenzoic acid FC1=C(C(=O)O)C(=CC=C1NS(=O)(=O)CCC)F